2-[2-iminopyrrolidin-3-ylidene]acetic acid N=C1NCCC1=CC(=O)O